C(C)(C)NOC(CCN1C(C2=C(C1)C1=C(S2)C=C(C(=C1)OC)OC)=O)=O 2-(3-((isopropylamino)oxy)-3-oxopropyl)-6,7-dimethoxy-1,2-dihydro-3H-benzo[4,5]thieno[2,3-c]pyrrol-3-one